OCCO hydroxymethyl-(methanol)